CC=1N=C(C2=C(N1)CSC2C)NC2=NNC1=CC(=CC=C21)[C@@H]2C[C@@]21C(NC2=CC=C(C=C12)OC)=O (1R,2S)-2-{3-[(2,5-dimethyl-5,7-dihydrothieno[3,4-d]pyrimidin-4-yl)amino]-1H-indazol-6-yl}-5'-methoxyspiro[cyclopropane-1,3'-indol]-2'(1'H)-one